trimethyl-(2-phenoxyphenyl)silane calcium hydrogen fumarate salt C(\C=C\C(=O)[O-])(=O)O.[Ca+2].C[Si](C1=C(C=CC=C1)OC1=CC=CC=C1)(C)C.C(\C=C\C(=O)[O-])(=O)O